ClCCCCCCCCC 1-Chlorononan